BrCCCCCCCCC=CCC=CCCCCC 18-bromooctadeca-6,9-diene